NCCN1CCN(CC1)C(C)O [4-(2-aminoethyl)piperazin-1-yl]ethanol